(2S,4S)-2-(2-(chloromethyl)allyl)-4-(methoxy-methyl)pyrrolidine-1,2-dicarboxylic acid 1-(tert-butyl) 2-methyl ester COC(=O)[C@@]1(N(C[C@H](C1)COC)C(=O)OC(C)(C)C)CC(=C)CCl